5-(5-((R)-1-(3,5-Dichloropyridin-4-yl)ethoxy)-1-(tetrahydro-2H-pyran-2-yl)-1H-indazol-3-yl)-3-ethoxypyridin-2-amine ClC=1C=NC=C(C1[C@@H](C)OC=1C=C2C(=NN(C2=CC1)C1OCCCC1)C=1C=C(C(=NC1)N)OCC)Cl